4-[4-(4-carboxy-benzoylamino)-phenyl]-piperazine-1-carboxylic acid tert-butyl ester C(C)(C)(C)OC(=O)N1CCN(CC1)C1=CC=C(C=C1)NC(C1=CC=C(C=C1)C(=O)O)=O